CN[C@H]1[C@H](N(CC1)C(=O)OC(C)(C)C)C=C tert-butyl (2R,3R)-3-(methylamino)-2-vinylpyrrolidine-1-carboxylate